C(#N)C1=NC2=CC(=CC(=C2N=C1N1C2C(COC2)C2(CCN(CC2)C)C1)[C@@H](C)NC1=C(C(=O)O)C=CC=C1)C 2-(((1R)-1-(2-cyano-7-methyl-3-(1'-methyltetrahydrospiro[furo[3,4-b]-pyrrole-3,4'-piperidin]-1(2H)-yl)quinoxalin-5-yl)ethyl)amino)benzoic acid